O([C@H]1[C@H](O)[C@@H](O)[C@@H](O)[C@H](O1)CO)C1=CNC2=CC=C(C(=C12)Cl)Br 5-bromo-4-chloro-3-indolyl beta-D-galactopyranoside